(3R)-1-methylhexahydropyridin-3-amine CN1C[C@@H](CCC1)N